N-(3-carbamoylphenyl)-4-[2-chloro-4-(trifluoromethoxy)phenoxy]-6-(trifluoromethyl)pyridine C(N)(=O)C=1C=C(C=CC1)N1CC=C(C=C1C(F)(F)F)OC1=C(C=C(C=C1)OC(F)(F)F)Cl